ClC=1C=CC(=C(C1)NC1=CC(=NC=C1C(=O)NOCC)NC1=NC(=NC(=C1)C)C)N(S(=O)(=O)C)C 4-((5-chloro-2-(N-methylmethanesulfonamido)phenyl)amino)-6-((2,6-dimethylpyrimidin-4-yl)amino)-N-ethoxynicotinamide